C(OC1(C(C(/C(=C(/C2=CC=C(C=C2)O)\[2H])/[2H])(C=C(C1)OC([2H])([2H])[2H])[2H])([2H])[2H])[2H])([2H])([2H])[2H] (E)-4-(3,5-bis(methoxy-d3)styryl-d6)phenol